C(CCCC(=O)OC1CC(CCC1C(C)C)C)(=O)OC1CC(CCC1C(C)C)C di-menthyl glutarate